tert-Butyl 3-amino-6-chloropicolinate NC=1C(=NC(=CC1)Cl)C(=O)OC(C)(C)C